trans-1,4-cyclohexanedicarboxylic acid di-tert-butyl ester C(C)(C)(C)OC(=O)[C@@H]1CC[C@H](CC1)C(=O)OC(C)(C)C